ClC=1C=C(C=CC1)[C@@H](C)NC1=NC(=NC2=CC=C(C=C12)C(=O)O)C 4-{[(1R)-1-(3-chlorophenyl)ethyl]amino}-2-methylquinazoline-6-carboxylic acid